ClC1=C2C(=NC=C1C=1C=C(C=CC1)N1C(CN(CC1)CCC1CCN(CC1)C1=C(C=C3CN(C(C3=C1)=O)C1C(NC(CC1)=O)=O)F)=O)NC=C2C2CC2 3-(6-(4-(2-(4-(3-(4-chloro-3-cyclopropyl-1H-pyrrolo[2,3-b]pyridin-5-yl)phenyl)-3-oxopiperazin-1-yl)ethyl)piperidin-1-yl)-5-fluoro-1-oxoisoindolin-2-yl)piperidine-2,6-dione